1-[(5R)-4-[methyl(tetrahydropyran-4-yl)amino]-5-oxido-6,7-dihydro-thieno[3,2-d]pyrimidin-5-ium-2-yl]azetidin-3-ol CN(C=1C2=C(N=C(N1)N1CC(C1)O)CC[S@+]2[O-])C2CCOCC2